6-chloro-1-(4,6-diethyl-5-pyrimidinyl)-7-(2,4-difluorophenyl)-4-((2S)-2-methyl-4-(2-propenoyl)-1-piperazinyl)pyrido[2,3-d]pyrimidin-2(1H)-one ClC1=CC2=C(N(C(N=C2N2[C@H](CN(CC2)C(C=C)=O)C)=O)C=2C(=NC=NC2CC)CC)N=C1C1=C(C=C(C=C1)F)F